FC(C(=O)O)(F)F.FC(OC1CNN(C1)C(=O)OCC1=CC=CC=C1)(F)F benzyl 4-(trifluoromethoxy)pyrazolidine-1-carboxylate 2,2,2-trifluoroacetate